6-chloro-2-(1,3,4-oxadiazol-2-yl)-1H-indol-3-carbaldehyde ClC1=CC=C2C(=C(NC2=C1)C=1OC=NN1)C=O